C(C)(=O)N1CCC(CC1)C(=O)NC1=CC=C(C=C1)CNC1=NC(=NC=2N1N=CC2C(C)C)N2[C@H](CCC2)CO (R)-1-Acetyl-N-(4-(((2-(2-(hydroxymethyl)pyrrolidin-1-yl)-8-isopropylpyrazolo[1,5-a][1,3,5]triazin-4-yl)amino)methyl)phenyl)piperidine-4-carboxamide